[I-].[2H]C[N+]1=CC=CC=C1 deuteromethylpyridin-1-ium iodide